C1(=CC=CC=C1)CS(=O)(=O)OC1=C(OC(C1=O)([2H])C1=CC=C(C=C1)C#N)N 2-amino-5-(4-cyanophenyl)-4-oxo-4,5-dihydrofuran-3-yl-5-d phenylmethanesulfonate